C(C)(C)C=1C=C(C=CC1)C1CC(C1)NC 3-(3-isopropylphenyl)-N-methylcyclobutan-1-amine